FC1=CC=C(C=C1)C1=C(C=NC(=N1)C(=O)OC)O methyl 6-(4-fluorophenyl)-5-hydroxypyrimidinate